(4-(2-chlorophenyl)thiazol-2-yl)-5-(tetrahydro-2H-pyran-4-yl)picolinamide ClC1=C(C=CC=C1)C=1N=C(SC1)C=1C(=NC=C(C1)C1CCOCC1)C(=O)N